Cl.FC1=CC=C(C=C1)C1=NOC(=C1C(=O)NC=1C(=NC(=CC1)C1=CN=C2N1CCN(C2)C)OC(C)C)C 3-(4-Fluorophenyl)-N-(2-isopropoxy-6-(7-methyl-5,6,7,8-tetrahydroimidazo[1,2-a]pyrazin-3-yl)pyridin-3-yl)-5-methylisoxazole-4-carboxamide hydrochloride